BrN1N=CN=C1 2-bromo-[1,2,4]Triazole